3-(8-bromo-2-methyl-4-oxo-5,6-dihydro-2H-2,6-methanobenzo[g][1,3,5]oxadiazocin-3(4H)-yl)benzoic acid BrC=1C=CC2=C(C3NC(N(C(O2)(C3)C)C=3C=C(C(=O)O)C=CC3)=O)C1